C(#N)C1=C(C=C(C=C1)N1C(N(C(C1=O)(C)C)C1=CC(=C(OCCN2C[C@@H](N([C@@H](C2)C)CC(=O)O)C)C=C1C)C(C)C)=S)C(F)(F)F 2-((2s,6r)-4-(2-(4-(3-(4-cyano-3-(trifluoromethyl)phenyl)-5,5-dimethyl-4-oxo-2-thioxoimidazolidin-1-yl)-2-isopropyl-5-methylphenoxy)ethyl)-2,6-dimethylpiperazin-1-yl)acetic acid